C1(=CC=CC=C1)N(C1=CC=C(C=C1)C1=CC=C(C=C1)C1=CC=C(C=C1)C1=CC=C(C=C1)N(C1=CC=CC=C1)C1=CC=CC=C1)C1=CC=CC=C1 4,4'-bis[4-(diphenylamino)phenyl]biphenyl